C12CN(CC(CC1)O2)C([C@@H](C)OC2=CC=C1C(=CC(OC1=C2)=O)C2=C(C=C(C=C2)C)Cl)=C=O 7-(((2R)-1-(8-oxa-3-azabicyclo[3.2.1]oct-3-yl)-1-carbonylpropan-2-yl)oxy)-4-(2-chloro-4-methylphenyl)-2H-chromen-2-one